2-{[(3R,6R)-1-{[2-methoxy-6-(2H-1,2,3-triazol-2-yl)phenyl]carbonyl}-6-methylpiperidin-3-yl]oxy}-4-methylpyridine-3-carbonitrile COC1=C(C(=CC=C1)N1N=CC=N1)C(=O)N1C[C@@H](CC[C@H]1C)OC1=NC=CC(=C1C#N)C